C(C=CC=CCCCCCCCCCCC)=O hexadecadienealdehyde